(R)-3-Hydroxy-1-methyl-3-(3-(4-methyl-5-(1H-pyrrolo[2,3-b]pyridin-3-yl)-1-((2-(trimethylsilyl)ethoxy)methyl)-1H-pyrazol-3-yl)phenyl)pyrrolidin-2-one O[C@@]1(C(N(CC1)C)=O)C1=CC(=CC=C1)C1=NN(C(=C1C)C1=CNC2=NC=CC=C21)COCC[Si](C)(C)C